FC1=C(C=CC(=C1)F)C1=C(C=C2C(=NC(N3C2=C1SCC3)=O)N3[C@H](CNCC3)C)OC 10-(2,4-difluorophenyl)-9-methoxy-7-((S)-2-methylpiperazin-1-yl)-2,3-dihydro-5H-[1,4]thiazino[2,3,4-ij]quinazolin-5-one